Bromo-1-methyl-1H-imidazole-2-carboxamide BrC=1N=C(N(C1)C)C(=O)N